(S)-5-chloro-N-(4-(2,5-difluorophenyl)-2-(3-fluoropyrrolidin-1-yl)pyridin-3-yl)pyrimidine-2-carboxamide ClC=1C=NC(=NC1)C(=O)NC=1C(=NC=CC1C1=C(C=CC(=C1)F)F)N1C[C@H](CC1)F